C(C)(C)(C)OC(=O)N(C1=CC=CC=C1)CC=1CC(C(=CC1)O)(O)C(F)(F)F N-t-butoxycarbonyl-4-hydroxy-3-trifluoromethyl-3-hydroxybenzylaniline